ClC=1C=CC(=C(C(=O)N/N=C/C2=CC(=C(C=C2)O)O)C1)OC (E)-5-chloro-N'-(3,4-dihydroxybenzylidene)-2-methoxybenzohydrazide